2-(4-(2-(2,6-dimethylpyridin-4-yl)-3-isopropyl-1H-indol-5-yl)piperidin-1-yl)-N,N-diethylacetamide CC1=NC(=CC(=C1)C=1NC2=CC=C(C=C2C1C(C)C)C1CCN(CC1)CC(=O)N(CC)CC)C